OC(C(=O)N1CC2(CC2)C[C@H]1C(=O)N[C@@H](C[C@H]1C(NCC1)=O)C(COC(F)(F)F)=O)C1=C(C=CC=C1)C(F)(F)F (6S)-5-(2-hydroxy-2-(2-(trifluoromethyl)-phenyl)acetyl)-N-((S)-3-oxo-1-((S)-2-oxopyrrolidin-3-yl)-4-(trifluoromethoxy)butan-2-yl)-5-azaspiro[2.4]heptane-6-carboxamide